F[C@@]1([C@@H](C1)F)C=1C=C2C3(CNC(C2=CC1)=O)CC3 6'-((1r,2r)-1,2-difluorocyclopropyl)-2',3'-dihydro-1'H-spiro[cyclopropane-1,4'-isoquinolin]-1'-one